5-(2-((2-Methoxyethyl)amino)ethoxy)-2-methyl-N-(1-(naphthalen-1-yl)cyclopropyl)benzamide COCCNCCOC=1C=CC(=C(C(=O)NC2(CC2)C2=CC=CC3=CC=CC=C23)C1)C